(S)-N-(2-(1-(4-(5-chloro-4-((3,5-difluoropyridin-2-yl)methoxy-d2)-2-methyl-6-Pyrimidinone-1(6H)-yl)-5-methylpyridin-2-yl)-4-fluoro-1H-pyrazol-3-yl)propan-2-yl)cyclopropanamide ClC1=C(N=C(N(C1=O)C1=CC(=NC=C1C)N1N=C(C(=C1)F)C(C)(C)NC(=O)C1CC1)C)OC([2H])([2H])C1=NC=C(C=C1F)F